NC1=NN2C(C=C(C=C2)C=2C(=NOC2C)O[C@H]2C[C@H](N(C2)C(=O)OC(C)(C)C)COC)=C1 Tert-butyl (2S,4S)-4-((4-(2-aminopyrazolo[1,5-a]pyridin-5-yl)-5-methylisoxazol-3-yl)oxy)-2-(methoxymethyl)pyrrolidine-1-carboxylate